(6R)-N-(2-Amino-4-((4-(trifluoromethyl)benzyl)amino)phenyl)-6,7-difluoroheptanamid NC1=C(C=CC(=C1)NCC1=CC=C(C=C1)C(F)(F)F)NC(CCCC[C@H](CF)F)=O